8-((4-fluoro-2-methoxy-5-(4-methylpiperazin-1-yl)phenyl)amino)-4,5-dihydro-1H-Pyrazolo[4,3-h]quinazoline-3-carboxylic acid ethyl ester C(C)OC(=O)C1=NNC2=C1CCC=1C=NC(=NC21)NC2=C(C=C(C(=C2)N2CCN(CC2)C)F)OC